FC=1C=C(C=CC1OC)NC(=N)C1(CCNCC1)C N-(3-fluoro-4-methoxyphenyl)-4-methylpiperidin-4-carboximidamide